C(C=C)N(C(C1=C(C=CC=C1)I)=O)C(C(=O)NC(C)(C)C)C1=CC=C(C=C1)[N+](=O)[O-] N-allyl-N-(2-(tert-butylamino)-1-(4-nitrophenyl)-2-oxoethyl)-2-iodobenzamide